ClCCCN1CCC2=C(CC1=O)C=C(C(=C2)OC)OC 3-(3-chloropropyl)-7,8-dimethoxy-2,3,4,5-tetrahydro-1H-3-benzazepin-2-one